trans-9'-((2-chloro-4-phenoxyphenyl)(hydroxy)methyl)-6-(hydroxymethyl)-4',5,6,7'-tetrahydro-2H,4H-Spiro[pyran-3,2'-pyrrolo[3',2':5,6]pyrido[3,4-b]pyrazine]-3'(1'H)-one ClC1=C(C=CC(=C1)OC1=CC=CC=C1)C(C1=CNC2=C1C1=C(NC(C3(N1)COC(CC3)CO)=O)C=N2)O